(2S,4R)-1-(2-(3-acetyl-5-(3-fluoro-4-methylphenyl)-1H-indazol-1-yl)acetyl)-N-(6-bromopyridin-2-yl)-4-fluoropyrrolidine-2-carboxamide C(C)(=O)C1=NN(C2=CC=C(C=C12)C1=CC(=C(C=C1)C)F)CC(=O)N1[C@@H](C[C@H](C1)F)C(=O)NC1=NC(=CC=C1)Br